N-[(1S)-1-(dicyclopropylmethyl)-2-[4-(2,4-dimethylpyrazol-3-yl)-3-hydroxy-anilino]-2-oxo-ethyl]-2-ethyl-pyrazole-3-carboxamide C1(CC1)C([C@@H](C(=O)NC1=CC(=C(C=C1)C=1N(N=CC1C)C)O)NC(=O)C=1N(N=CC1)CC)C1CC1